(R)-N-ethyl-N-(4-(3-methylmorpholinyl)-2-(1H-pyrrolo[2,3-b]pyridin-4-yl)thieno[3,2-d]pyrimidin-7-yl)methanesulfonamide C(C)N(S(=O)(=O)C)C1=CSC2=C1N=C(N=C2N2[C@@H](COCC2)C)C2=C1C(=NC=C2)NC=C1